CNC1=NC2=CC(=CC=C2C=N1)C1=NC=CC(=C1)NC(C=C)=O N-{2-[2-(methylamino)quinazolin-7-yl]pyridin-4-yl}prop-2-enamide